NC1=C(C(=NC=2N1N=C(C2C2CC2)C)S(=O)(=O)C)C#N amino-3-cyclopropyl-2-methyl-5-(methylsulfonyl)pyrazolo[1,5-a]pyrimidine-6-carbonitrile